N1C=2N(C3(C1)CCCCC3)N=CC2 1',2'-dihydrospiro[cyclohexane-1,3'-pyrazolo[1,5-a]imidazole]